C(#N)N1[C@H]2[C@@H](C[C@@H]1CC2)NC(=O)[C@@H]2CN(CC2)C2=NC(=CC=C2)C2(CC2)C#N (3S)-N-((1R,2R,4S)-7-cyano-7-azabicyclo[2.2.1]heptan-2-yl)-1-(6-(1-cyanocyclopropyl)-2-pyridinyl)-3-pyrrolidinecarboxamide